6-{[5-(trifluoromethyl)pyridin-2-yl]oxy}-1H-benzimidazole FC(C=1C=CC(=NC1)OC=1C=CC2=C(NC=N2)C1)(F)F